C(=O)(O)C(O)C(O)C(=O)O.C1(=CC=C(C=C1)O)C.C1(=CC=C(C=C1)O)C di-p-toluol tartrate